2-chloro-N-[(3S)-1-[(2R)-2-[4-(2-chloro-4-fluoro-phenyl)-2-oxo-chromen-7-yl]oxypropionyl]-3-piperidinyl]acetamide ClCC(=O)N[C@@H]1CN(CCC1)C([C@@H](C)OC1=CC=C2C(=CC(OC2=C1)=O)C1=C(C=C(C=C1)F)Cl)=O